Pentamethylcyclopentadienyl-(1-n-propyl-5,6,7,8-tetrahydro-1H-cyclopenta[b]naphthalene) hafnium [Hf].CC1=C(C(=C(C1(C1(C=CC=2C1=CC=1CCCCC1C2)CCC)C)C)C)C